C(CCCCCCC=CC[C@@](CCCCCCCCCCC)(C(=O)OCC1=CC=CC=C1)C(=O)ON1C(CCC1=O)=O)C(=O)OCC1=CC=CC=C1 1,11-dibenzyl 11-(2,5-dioxopyrrolidin-1-yl) (S)-docos-8-ene-1,11,11-tricarboxylate